2-(2-chloroquinoline-6-yl)propan-2-ol ClC1=NC2=CC=C(C=C2C=C1)C(C)(C)O